tert-butyl (2S,6R)-4-(1-((8-(difluoromethyl)-2-methylimidazo[1,2-a]pyridin-6-yl)carbamoyl)-2,3-dihydro-1H-pyrrolo[2,3-b]pyridin-4-yl)-2,6-dimethylpiperazine-1-carboxylate FC(C=1C=2N(C=C(C1)NC(=O)N1CCC=3C1=NC=CC3N3C[C@@H](N([C@@H](C3)C)C(=O)OC(C)(C)C)C)C=C(N2)C)F